C(CCCC)[C@@H]1CC[C@H](CC1)C1=CC=C(C=C1)C1=CC=C(C=C1)OC1=CC=CC=C1C(=O)C1=CC=CC=C1 (6-((4'-(trans-4-pentylcyclohexyl)-[1,1'-biphenyl]-4-yl)oxy)phenyl)(phenyl)methanone